2-(2-chlorophenyl)-2-[4-(trifluoromethyl)-2-pyridinyl]acetonitrile ClC1=C(C=CC=C1)C(C#N)C1=NC=CC(=C1)C(F)(F)F